ClC1=C(C=CC(=C1)Cl)[C@@H](C)N1N=NC2=C1C=C(C=C2C)N2CC(C2)C2CC(C2)(C(=O)[O-])C (R)-3-(1-(1-((R)-1-(2,4-dichlorophenyl) ethyl)-4-methyl-1H-benzo[d][1,2,3]triazol-6-yl) azetidin-3-yl)-1-methylcyclobutane-1-carboxylate